methyl 3-{4-[5-(cyclopropylcarbamoyl)-2-methylphenyl]-1H-imidazol-1-yl}imidazo[1,2-a]pyridine-6-carboxylate C1(CC1)NC(=O)C=1C=CC(=C(C1)C=1N=CN(C1)C1=CN=C2N1C=C(C=C2)C(=O)OC)C